naphthalene-2-carboxamide sodium salt [Na+].C1=C(C=CC2=CC=CC=C12)C(=O)[NH-]